C(C)(C)(C)[Si](C1=CC=CC=C1)(C1=CC=CC=C1)OC1CCCC1 tert-butyl-(((1R,2S)-2-cyclopentyl)oxy)diphenylsilane